5-O-[(1,1-dimethylethyl)diphenylsilyl]-4-C-azidopropyl-3-O-benzyl-1,2-di-O-acetyl-α-D-ribofuranose CC(C)(C)[Si](OC[C@@]1([C@H]([C@H]([C@@H](OC(C)=O)O1)OC(C)=O)OCC1=CC=CC=C1)CCCN=[N+]=[N-])(C1=CC=CC=C1)C1=CC=CC=C1